C(C)(=O)OC(C)(C)C1=CC(=C(C=C1)OC1=C(C=C(C=C1)F)F)C1=CN(C(C(=C1OC)I)=O)C 2-(4-(2,4-difluorophenoxy)-3-(5-iodo-4-methoxy-1-methyl-6-oxo-1,6-dihydropyridin-3-yl)phenyl)propan-2-ol acetate